C(C1=CC=CC=C1)OC(=O)N1CCC(CC1)CCS(N)(=O)=O 4-(2-sulfamoylethyl)piperidine-1-carboxylic acid benzyl ester